N1=C(C=CC=C1C1=C(C=CC(=C1)C(C)C)C=1C(=C(C=C(C1)C)C12CC3(CC(CC(C1)(C3)C)(C2)C)C)[O-])C2=C(C=CC(=C2)C(C)C)C=2C(=C(C=C(C2)C)C23CC1(CC(CC(C2)(C1)C)(C3)C)C)[O-].C[Zr+2]C Dimethylzirconium [2',2'''-(pyridine-2,6-diyl)bis(4'-isopropyl-5-methyl-3-((3r,5r,7r)-3,5,7-trimethyladamantan-1-yl)-[1,1'-biphenyl]-2-olate)]